(3R)-1-(6,8-Difluoro-2-(((2R,7aS)-2-fluorotetrahydro-1H-pyrrolizin-7a(5H)-yl)methoxy)-7-(6-methyl-5-((Z)-prop-1-en-1-yl)-1H-indazol-4-yl)quinazolin-4-yl)-3-(fluoromethyl)piperidin-3-ol FC=1C=C2C(=NC(=NC2=C(C1C1=C2C=NNC2=CC(=C1\C=C/C)C)F)OC[C@]12CCCN2C[C@@H](C1)F)N1C[C@@](CCC1)(O)CF